ClC=1C(=C(CNC(CN(C(CN2N=C(C3=CC=CC=C23)C(=O)N)=O)CC(C)(C)C)=O)C=CC1)F 1-(2-((2-((3-chloro-2-fluorobenzyl)amino)-2-oxoethyl)(neopentyl)amino)-2-oxoethyl)-1H-indazole-3-carboxamide